N1=C(N=C(N=C1)C1=CC=CC=2C3=CC=CC=C3NC12)C1=CC=CC=2C3=CC=CC=C3NC12 1,3,5-triazine-2,4-diyl-bis(carbazole)